(2S)-1-benzyl-2-(2-isopropoxyphenyl)-4-[(5-methoxypyridin-2-yl)methyl]piperazine C(C1=CC=CC=C1)N1[C@H](CN(CC1)CC1=NC=C(C=C1)OC)C1=C(C=CC=C1)OC(C)C